NC1=C(C(=O)O)C=C(C(=C1F)C1=NC(=CC(=C1C(F)(F)F)C)N(CC1=CC=C(C=C1)OC)CC1=CC=C(C=C1)OC)Cl 2-amino-4-(6-(bis(4-methoxybenzyl)amino)-4-methyl-3-(trifluoromethyl)pyridin-2-yl)-5-chloro-3-fluorobenzoic acid